glycyl-L-alanyl-D-glutamate NCC(=O)N[C@@H](C)C(=O)N[C@H](CCC(=O)[O-])C(=O)[O-]